C[C@]12CC(C[C@](CCC1)(N2)C)=CC2=NN=C(S2)C2=C(C=C(C=C2)N2C=NC=C2)O 2-(5-((Z)-((1R,5S)-1,5-dimethyl-9-azabicyclo[3.3.1]nonan-3-ylidene)methyl)-1,3,4-thiadiazol-2-yl)-5-(1H-imidazol-1-yl)phenol